4-(2-(6-(2-chloro-4-(trifluoromethyl)phenyl)-1,1-dioxido-1,2,6-thiadiazinan-2-yl)acetamido)adamantan-1-carboxamide ClC1=C(C=CC(=C1)C(F)(F)F)N1CCCN(S1(=O)=O)CC(=O)NC1C2CC3(CC(CC1C3)C2)C(=O)N